(2R,3R,4R,5R,6R)-5-amino-2-(hydroxymethyl)-6-propyloxane-3,4-diol hydrochloride Cl.N[C@@H]1[C@H]([C@H]([C@H](O[C@@H]1CCC)CO)O)O